C(C=C)(=O)OC(CO)C propylene glycol (2-acrylate)